4-(1-benzyl-4-oxo-2-phenyl-1,4-dihydroquinolin-3-yl)benzonitrile C(C1=CC=CC=C1)N1C(=C(C(C2=CC=CC=C12)=O)C1=CC=C(C#N)C=C1)C1=CC=CC=C1